FC=1C=C(C=NC1)[C@@H]1N(CCC1)C1=NC=2N(C=C1)N=CC2C(=O)N2C[C@H](CC2)O (5-((R)-2-(5-fluoropyridin-3-yl)pyrrolidin-1-yl)pyrazolo[1,5-a]pyrimidin-3-yl)((S)-3-hydroxypyrrolidin-1-yl)methanone